methyl (S)-5-(2-(3-chloro-4-cyanophenyl)-3-methyl-2,8-diazaspiro[4.5]decan-8-yl)pyrimidine-2-carboxylate ClC=1C=C(C=CC1C#N)N1CC2(C[C@@H]1C)CCN(CC2)C=2C=NC(=NC2)C(=O)OC